5-bromo-3-methoxybenzene-1,2-diamine BrC1=CC(=C(C(=C1)N)N)OC